(S)-2-(3-(7,7-difluoro-2-(2-methylazetidin-1-yl)-6,7-diHydro-5H-cyclopenta[d]pyrimidin-4-yl)-1,2,4-oxadiazol-5-yl)-1-(4-methylpiperidin-1-yl)ethane-1-On FC1(CCC2=C1N=C(N=C2C2=NOC(=N2)CC(=O)N2CCC(CC2)C)N2[C@H](CC2)C)F